Ethyl (R)-3-((6-bromopyridin-3-yl)oxy)-2-hydroxypropanoate Ethyl-oxirane-2-carboxylate C(C)OC(=O)C1OC1.BrC1=CC=C(C=N1)OC[C@H](C(=O)OCC)O